OC=1C=C(C=C(C(=O)OC2CCOCC2)C(C)=O)C=CC1 tetrahydro-2H-pyran-4-yl 2-(3-hydroxybenzylidene)-3-oxobutanoate